diethyl methoxymalonate COC(C(=O)OCC)C(=O)OCC